2-[(E)-3-(3-Methoxyphenyl)prop-2-enoyl]benzoic acid COC=1C=C(C=CC1)/C=C/C(=O)C1=C(C(=O)O)C=CC=C1